6-(4-amino-4-methylpiperidin-1-yl)-3-(2-chloropyridin-4-yl)-5-(1,3,4-oxadiazol-2-yl)pyrazin-2-amine NC1(CCN(CC1)C1=C(N=C(C(=N1)N)C1=CC(=NC=C1)Cl)C=1OC=NN1)C